1,1,1,3,3,3-Hexafluoropropan-2-yl (±)-1-(phenylcarbamoyl)-6-azaspiro[2.5]octan-6-carboxylat C1(=CC=CC=C1)NC(=O)[C@@H]1CC12CCN(CC2)C(=O)OC(C(F)(F)F)C(F)(F)F |r|